CC1=NN(C(=C1[N+](=O)[O-])C)C1=NC=C(C=C1)F 2-(3,5-dimethyl-4-nitro-pyrazol-1-yl)-5-fluoro-pyridine